FC=1C=C(C=CC1)C=1NC=C(CCN)N1 2-(m-fluorophenyl)-histamine